(S)-4-(5-(5-fluoro-2-methoxypyridin-4-yl)-1H-pyrazole-3-carbonyl)-N-((1-methyl-2-oxabicyclo[2.1.1]hexan-4-yl)methyl)-4-azaspiro[2.5]octane-7-carboxamide FC=1C(=CC(=NC1)OC)C1=CC(=NN1)C(=O)N1C2(CC2)C[C@H](CC1)C(=O)NCC12COC(C1)(C2)C